4-[[4-[4-[2-(2-amino-3-pyridyl)-5-phenyl-imidazo[4,5-b]pyridin-3-yl]phenyl]-1-piperidyl]methyl]benzoic acid NC1=NC=CC=C1C1=NC=2C(=NC(=CC2)C2=CC=CC=C2)N1C1=CC=C(C=C1)C1CCN(CC1)CC1=CC=C(C(=O)O)C=C1